2-((6-(2-(4-chloro-2-fluorophenyl)-2-methylbenzo[d][1,3]dioxol-4-yl)-2-azaspiro[3.3]heptan-2-yl)methyl)-1-(((S)-oxetan-2-yl)methyl)-1H-benzo[d]imidazole-6-carboxylic acid ClC1=CC(=C(C=C1)C1(OC2=C(O1)C=CC=C2C2CC1(CN(C1)CC1=NC3=C(N1C[C@H]1OCC1)C=C(C=C3)C(=O)O)C2)C)F